1,2-dihydrobutylbenzene C(CCC)C1CC=CC=C1